6-(7-fluoro-1H-indol-6-yl)-5-methyl-pyridazin-3-amine FC=1C(=CC=C2C=CNC12)C1=C(C=C(N=N1)N)C